C1(CC1)C1=NOC(=N1)N1CCC(CC1)C(C)OC=1SC2=NC(=CC=C2N1)C1=CC=C(C=C1)S(=O)(=O)C 3-cyclopropyl-5-(4-(1-((5-(4-(methylsulfonyl)phenyl)thiazolo[5,4-b]pyridin-2-yl)oxy)ethyl)piperidin-1-yl)-1,2,4-oxadiazole